CC1(OB(OC1(C)C)C=1C=NN(C1)C=1C=NC=CC1)C 3-(4-(4,4,5,5-tetramethyl-1,3,2-dioxaborolan-2-yl)-1H-pyrazol-1-yl)pyridine